FC(C(=O)O)(F)F.ClC1=CN(C2=NC=C(C=C21)CNC([C@H](C)NC(=O)[C@@H]2NC[C@H](C2)OC2=CC=CC=C2)=O)C (2R,4S)-N-((S)-1-(((3-chloro-1-methyl-1H-pyrrolo[2,3-b]pyridin-5-yl)methyl)amino)-1-oxopropan-2-yl)-4-phenoxypyrrolidine-2-carboxamide trifluoroacetate